[4-(5-methyloxazolo[4,5-b]pyridin-2-yl)piperazin-1-yl]-[4-[1-[(3-methyloxetan-3-yl)methyl]triazol-4-yl]phenyl]methanone CC1=CC=C2C(=N1)N=C(O2)N2CCN(CC2)C(=O)C2=CC=C(C=C2)C=2N=NN(C2)CC2(COC2)C